N-(6,6-difluorospiro[3.3]heptan-2-yl)-2-(1H-imidazol-1-yl)pyrimidine-4-carboxamide FC1(CC2(CC(C2)NC(=O)C2=NC(=NC=C2)N2C=NC=C2)C1)F